N-(1H-pyrazol-3-yl)-N-(thiophen-2-ylmethyl)-2-(4-ethylphenoxy)acetamide Natrium phenolat C1(=CC=CC=C1)[O-].[Na+].N1N=C(C=C1)N(C(COC1=CC=C(C=C1)CC)=O)CC=1SC=CC1